ClC1=C2C(=NC=C1C=1C=C3[C@@](C(NC3=CC1)=O)(C(=O)N)C)NCC21CC1 (R)-5-(4'-chloro-1',2'-dihydrospiro[cyclopropane-1,3'-pyrrolo[2,3-b]pyridin]-5'-yl)-3-methyl-2-oxoindoline-3-carboxamide